2-methylbenzo[d]oxazol-6-amine CC=1OC2=C(N1)C=CC(=C2)N